BrC=1C=C(C=CC1OC(F)F)CC#N (3-bromo-4-(difluoromethoxy)phenyl)acetonitrile